N=S(=O)(C1=CC(=CC=C1)OC)CCC(C)C Imino(isopentyl)(3-methoxyphenyl)-λ6-sulfanone